N1[C@H](CCC1)C(=O)N[C@@H](CCCCN)C(=O)O D-prolyl-L-lysine